N-(3-methoxyphenyl)pivalamide COC=1C=C(C=CC1)NC(C(C)(C)C)=O